2-chloroacrylamine ClC(C(=O)N)=C